C(C1CO1)OC1=C(C=C(CCCCNC(C=C)=O)C=C1C)C N-(4-(2,3-epoxypropoxy)-3,5-dimethylbenzyl-propyl)acrylamide